C(CCCCCN(C(=O)NCCC[Si](OCC)(OCC)OCC)C)N(C(=O)NCCC[Si](OCC)(OCC)OCC)C 1,1'-(hexane-1,6-diyl)bis(1-methyl-3-(3-(triethoxysilyl)propyl)urea)